3-(methacryloyloxy)propyl-dimethylethoxysilane C(C(=C)C)(=O)OCCC[Si](OCC)(C)C